ethyl 1-{1-[4-chloro-4'-(4-propanoylpiperazin-1-yl) [1,1'-biphenyl]-2-yl]piperidin-3-yl}-5-(trifluoromethyl)-1H-pyrazole-4-carboxylate ClC1=CC(=C(C=C1)C1=CC=C(C=C1)N1CCN(CC1)C(CC)=O)N1CC(CCC1)N1N=CC(=C1C(F)(F)F)C(=O)OCC